P(=O)(O)(O)O.C(CCCCCCCCCCCCCCCCC)C(O)(C(CO)(CO)CO)CCCCCCCCCCCCCCCCCC Dioctadecyl-pentaerythritol phosphate